ClC1=C(C=C2C=C(N=CC2=C1)NC(=O)[C@@H]1[C@H](C1)C1=NC=CC=C1)[C@H](COC)C (1S,2S)-N-(7-chloro-6-((R)-1-methoxypropan-2-yl)isoquinolin-3-yl)-2-(pyridin-2-yl)cyclopropane-1-carboxamide